(4-bromophenyl)-6-(2-hydroxy-2-methylpropoxy)-2'-oxospiro[indoline-2,3'-pyrrolidine]-1-carboxylic acid tert-butyl ester C(C)(C)(C)OC(=O)N1C2=CC(=CC=C2CC12C(N(CC2)C2=CC=C(C=C2)Br)=O)OCC(C)(C)O